N-(2,2-dichlorovinyl)acetamide ClC(=CNC(C)=O)Cl